rac-methyl (2S,3S,4S,5R)-5-hydroxy-6-methoxy-10-oxo-3-phenyl-2-(4-(trifluoromethyl)phenyl)-2,3,4,5-tetrahydro-2,5-methanooxepino[2,3-c]pyridine-4-carboxylate O[C@]12[C@H]([C@H]([C@@](OC3=CN=CC(=C31)OC)(C2=O)C2=CC=C(C=C2)C(F)(F)F)C2=CC=CC=C2)C(=O)OC |r|